[NH4+].O=CC 2-oxoethane ammonium salt